1,3-bis-(2,4-diaminophenoxy)propane hydrochloride Cl.NC1=C(OCCCOC2=C(C=C(C=C2)N)N)C=CC(=C1)N